[(7a,17b)-17-hydroxy-7-[9-[(4,4,5,5,5-pentafluoropentyl)sulfinyl]nonyl]estra-1,3,5(10)-trien-3-yl]-boronic acid O[C@@H]1[C@]2(C)[C@@H](CC1)[C@@H]1[C@@H](CC=3C=C(C=CC3[C@H]1CC2)B(O)O)CCCCCCCCCS(=O)CCCC(C(F)(F)F)(F)F